CC1=C(N2[C@@H]([C@@H](C2=O)N)SC1)C(=O)O The molecule is a cephem monocarboxylic acid derivative having a structure based on cephalosporanic acid, deacetoxylated and carrying a 7beta-amino group. It is a monocarboxylic acid and a cephalosporin. It derives from a cephalosporanic acid.